C(C)C(C(C(C(=O)O)(CC)CC)(O)C(=O)O)C(=O)O.C(CC(O)(C(=O)O)CC(=O)O)(=O)OCC ethyl citrate (triethyl citrate)